OC1(CN(C1)C(=O)OC(C)(C)C)C1=NC(=CC=C1)CO[Si](C)(C)C(C)(C)C tert-Butyl 3-hydroxy-3-(6-((tert-butyldimethylsilyloxy)methyl)pyridin-2-yl)azetidine-1-carboxylate